C1(=CC=C(C=C1)C1=NC(=NC(=N1)C1=CC=C(C=C1)C1=CC=CC=C1)C1=CC=C(C=C1)C1=CC(=CC=C1)C1=CC=C(C=C1)Br)C1=CC=CC=C1 2,4-di([1,1'-biphenyl]-4-yl)-6-(4''-bromo-[1,1':3',1''-terphenyl]-4-yl)-1,3,5-triazine